Dinatrium hydrogendiphosphat OP([O-])(=O)OP(=O)([O-])O.[Na+].[Na+]